O.[Na+].[Na+].C(=O)([O-])C1=C(C(=C2OC=3C(=C(C(=C(C3C(C2=C1)=O)I)I)I)I)O)C1=CC=CC=C1.C(=O)([O-])C1=C(C(=C2OC=3C(=C(C(=C(C3C(C2=C1)=O)I)I)I)I)O)C1=CC=CC=C1 carboxyphenyl-hydroxy-tetraiodo-xanthene-one disodium salt hydrate